(((1S,2S,3R)-2,3-difluoro-1-hydroxy-7-(trifluoromethylsulfanyl)-2,3-dihydro-1H-inden-4-yl)oxy)-5-fluorobenzonitrile F[C@H]1[C@H](C2=C(C=CC(=C2[C@H]1F)OC1=C(C#N)C=C(C=C1)F)SC(F)(F)F)O